C12(CC(C1)C2)N2N=CC(=C2)N2N=CC1=CC(=C(C=C21)N2CCN(CC2)C2(C(CC2)O)C)Cl 2-(4-(1-(1-(bicyclo[1.1.1]pentan-1-yl)-1H-pyrazol-4-yl)-5-chloro-1H-indazol-6-yl)piperazin-1-yl)-2-methylcyclobutan-1-ol